2-(4-(trifluoromethyl)phenyl)-1,4-oxazepan-5-one FC(C1=CC=C(C=C1)C1OCCC(NC1)=O)(F)F